5-(2-isopropoxypyridin-3-yl)-1-isopropyl-3-methyl-1H-pyrazolo[4,3-b]pyridin-7-amine C(C)(C)OC1=NC=CC=C1C1=CC(=C2C(=N1)C(=NN2C(C)C)C)N